N-(1-naphthyl)-1,2-ethylenediamine dihydrochloride Cl.Cl.C1(=CC=CC2=CC=CC=C12)NCCN